3-(1-hydroxycyclohexyl)benzamide OC1(CCCCC1)C=1C=C(C(=O)N)C=CC1